O1C=C(C=C1)CNC1CCN(CC1)CCCOC1=C2C=CC(OC2=CC2=C1C=CO2)=O 4-(3-(4-((furan-3-ylmethyl)amino)piperidin-1-yl)propoxy)-7H-furo[3,2-g]chromen-7-one